C(#N)C1=C(SC2=C1CN(CC2)CC2CCCCC2)NC(CC2=CC=C(C=C2)S(N)(=O)=O)=O N-(3-Cyano-5-(cyclohexylmethyl)-4,5,6,7-tetrahydrothieno[3,2-c]pyridin-2-yl)-2-(4-sulfamoylphenyl)acetamid